4,3-diazabicyclo[3.2.1]octane-8-carboxylate C12CNNC(CC1)C2C(=O)[O-]